ClC1=C(C=CC=C1)[C@@H]1[C@H](CCC(C1)(C)C)C(=O)N1C(CC2(CN(C2)C(C=C)=O)CC1)C (7-((1S,2S)-2-(2-chlorophenyl)-4,4-dimethylcyclohexane-1-carbonyl)-6-methyl-2,7-diazaspiro[3.5]nonan-2-yl)prop-2-en-1-one